ClC=1C=C(C=C(C1)Cl)NC=1C2=C(N=CN1)C=CC(=N2)N2CC1(CCN1)C2 N-(3,5-Dichlorophenyl)-6-(1,6-diazaspiro[3.3]heptan-6-yl)pyrido[3,2-d]pyrimidin-4-amine